(2S)-4-(8-{[(3S,4R)-3-fluoro-1-methylpiperidin-4-yl]amino}-3-(2,2,2-trifluoroethyl)imidazo[1,2-a]pyridin-2-yl)but-3-yn-2-ol F[C@H]1CN(CC[C@H]1NC=1C=2N(C=CC1)C(=C(N2)C#C[C@H](C)O)CC(F)(F)F)C